5-(6-methylpyrazin-2-yl)phenol CC1=CN=CC(=N1)C=1C=CC=C(C1)O